P(OC1=C(C=C(C(=C1)C)C(C)(C)C)C(C)(C)C)[O-] [2,4-bis(1,1-dimethylethyl)-5-methylphenyl] phosphonite